(S)-4-amino-3-fluoro-5-((oxetan-2-ylmethyl)amino)benzoic acid ethyl ester C(C)OC(C1=CC(=C(C(=C1)NC[C@H]1OCC1)N)F)=O